(2S,3R)-2-chloro-3-hydroxybutyric acid Cl[C@H](C(=O)O)[C@@H](C)O